6-chloro-5-fluoro-1'-(2-(1-(4-fluorophenyl)prop-1-en-1-yl)-1H-imidazole-5-carbonyl)spiro[benzo[d][1,3]oxazin-4,3'-piperidin]-2(1H)-one ClC1=C(C2=C(NC(OC23CN(CCC3)C(=O)C3=CN=C(N3)C(=CC)C3=CC=C(C=C3)F)=O)C=C1)F